C(C1=CC=CC=C1)OCC1=NN(C(N1CC)=O)N1C(C2=CC=CC=C2C(=C1)C(=C)C(F)(F)F)=O (3-((benzyloxy)methyl)-4-ethyl-5-oxo-4,5-dihydro-1H-1,2,4-triazol-1-yl)-4-(3,3,3-trifluoroprop-1-en-2-yl)isoquinolin-1(2H)-one